FC1=C(C=C2CN(C(C2=C1)=O)C1C(NC(CC1)=O)=O)CN1C2CN(CC1C2)C(=O)C2=C(CCCC2)C2=CC=C(C=C2)F 3-(6-fluoro-5-((3-(4'-fluoro-3,4,5,6-tetrahydro-[1,1'-biphenyl]-2-carbonyl)-3,6-diazabicyclo[3.1.1]heptan-6-yl)methyl)-1-oxoisoindolin-2-yl)piperidine-2,6-dione